3-benzylidene-N-butyramide C(C1=CC=CC=C1)=C(CC(=O)N)C